C(#N)C=1C=CC(=C(C1)C1=CC(=NC=C1C(=O)NC=1SC2=C(N1)CN(C2)C(C2=C(N=C(C=C2)C(F)(F)F)OC)=O)C)OC 4-(5-cyano-2-methoxyphenyl)-N-(5-(2-methoxy-6-(trifluoromethyl)nicotinoyl)-5,6-dihydro-4H-pyrrolo[3,4-d]thiazol-2-yl)-6-methylnicotinamide